3,4-dimethyl-1,3,5-hexanetriol CC(CCO)(C(C(C)O)C)O